[Br-].NCCCCCC1=C(C=CC=C1)P(C1=CC=CC=C1)C1=CC=CC=C1 5-aminopentyl-(triphenylphosphine) bromide